8-methoxy-4,5-dihydro-3H-pyrimido[5,4-b]indole COC1=CC=2C3=C(NC2C=C1)CNC=N3